p-hydroxyethylbenzene OCCC1=CC=CC=C1